C[C@@H]1CC2=NN3C(C(N(C[C@H]3C(NC)=O)[C@@H](C)C3=CC=C(C=C3)S(=O)(=O)C)=O)=C2CN1C(=O)OC(C)(C)C tert-butyl (3R,7S)-3-methyl-7-(methylcarbamoyl)-9-((S)-1-(4-(methyl sulfonyl)phenyl)ethyl)-10-oxo-3,4,7,8,9,10-hexahydropyrido[4',3':3,4]pyrazolo[1,5-a]pyrazine-2(1H)-carboxylate